F[C@](C)(C(C)C)C=1C=C(C=2C=CC=3N(C2N1)C=C(N3)C=3OC=NN3)C(C(F)(F)F)(F)F (R)-2-(2-(2-fluoro-3-methylbutan-2-yl)-4-(perfluoroethyl)imidazo[1,2-a][1,8]naphthyridin-8-yl)-1,3,4-oxadiazole